2-phenyl-5-trifluoromethylisothiazolo[5,4-b]pyridine C1(=CC=CC=C1)N1SC2=NC=C(C=C2C1)C(F)(F)F